(E)-N-(2-benzoyl-3-p-methylphenyl-allyl)-4-toluenesulfonamide C(C1=CC=CC=C1)(=O)\C(\CNS(=O)(=O)C1=CC=C(C)C=C1)=C\C1=CC=C(C=C1)C